NC1=NN2C(C=CC(=C2)C=2C=C(C(=NC2)C)NC(=O)N2OCC[C@H]2C2=CC=CC=C2)=N1 (S)-N-(5-(2-amino-[1,2,4]triazolo[1,5-a]pyridin-6-yl)-2-methylpyridin-3-yl)-3-phenylisooxazolidine-2-carboxamide